(7-ethoxy-6-methoxy-1-(2-(5-methyl-1H-indol-3-yl)ethyl)-3,4-dihydroisoquinolin-2(1H)-yl)(morpholino)methanone C(C)OC1=C(C=C2CCN(C(C2=C1)CCC1=CNC2=CC=C(C=C12)C)C(=O)N1CCOCC1)OC